bis-(tributyl-(2-hydroxyethyl)ammonium) fumarate C(\C=C\C(=O)[O-])(=O)[O-].C(CCC)[N+](CCO)(CCCC)CCCC.C(CCC)[N+](CCO)(CCCC)CCCC